N1C=2C(=CC=C1N)C=CC2 cyclopenta[b]pyridin-2-amine